[Si](C)(C)(C(C)(C)C)OC1C([C@@H](O[C@@H]1CON(CCCCCCCCCCCCCCCC)CCCCCCCCCCCCCCCC)N1C(NC(C=C1)=O)=O)OC 1-[(2R,5R)-4-[tert-butyl(dimethyl)silyl]oxy-5-[(dihexadecylamino)oxymethyl]-3-methoxy-tetrahydrofuran-2-yl]pyrimidine-2,4-dione